2-(2-chlorophenyl)-N-(1-(3-methylbutan-2-yl)-4-sulfamoyl-1H-indazol-6-yl)acetamide ClC1=C(C=CC=C1)CC(=O)NC1=CC(=C2C=NN(C2=C1)C(C)C(C)C)S(N)(=O)=O